NCCC1=CC=C(C=C1)C1=C(C=C(C#N)C=C1)CN1C(=NC(=C1)C1=CC=C(C=C1)C(F)(F)F)C 4-[4-(2-aminoethyl)phenyl]-3-[[2-methyl-4-[4-(trifluoromethyl)phenyl]imidazol-1-yl]methyl]benzonitrile